2,4-Dimethyl-3-carbonyl-pentanoic acid methyl ester COC(C(C(C(C)C)=C=O)C)=O